COC(=O)C1=CC=C2C(C(N(C2=C1)C)=O)(C(F)(F)F)O.O1CCN(C2=C1C=CC=C2)NC(=O)C=2OC1=C(C2C(C)C)C=CC=C1C1=C(C(=CC(=C1)F)F)F N-(2,3-dihydro-1,4-benzoxazin-4-yl)-3-(1-methylethyl)-7-[2,3,5-tri(fluoro)-phenyl]benzofuran-2-carboxamide methyl-3-hydroxy-1-methyl-2-oxo-3-(trifluoromethyl)indoline-6-carboxylate